NC1=C2N=C(N(C2=NC=N1)CCCNC(C(C)O)=O)SC1=CC2=C(CCO2)C=C1I N-{3-[6-Amino-8-(5-iodo-2,3-dihydro-benzofuran-6-ylsulfanyl)-purin-9-yl]-propyl}-2-hydroxy-propionamide